CN(C(/C=C/CCC(C(=O)NC=1C(N(C=CC1)CC1=CC=2C=NC=C(C2N1)CC(C)C)=O)NC(OC)=O)=O)C methyl (E)-(7-(dimethylamino)-1-((1-((7-isobutyl-1H-pyrrolo[3,2-c]pyridin-2-yl)methyl)-2-oxo-1,2-dihydropyridin-3-yl)amino)-1,7-dioxohept-5-en-2-yl)carbamate